BrC(C(=O)OCC)(F)Br ethyl 2,2-dibromo-2-fluoroacetate